1-(1-(3,5-Difluorophenyl)-2-(dimethylamino)ethyl)-4-(5-morpholino-1-tosyl-1H-pyrrolo[2,3-b]pyridin-3-yl)pyridin-2(1H)-one FC=1C=C(C=C(C1)F)C(CN(C)C)N1C(C=C(C=C1)C1=CN(C2=NC=C(C=C21)N2CCOCC2)S(=O)(=O)C2=CC=C(C)C=C2)=O